2,2'-oxo-bis(ethan-1-ol) O(CCO)CCO